ClC=1C=CC=C2C(C=C(OC12)C1=C(C=C(C=C1OC)C)F)=O 8-chloro-2-(2-fluoro-6-methoxy-4-methyl-phenyl)chromen-4-one